((6-methoxypyridazin-3-yl)amino)-4-((3-(methylsulfonyl)pyridin-2-yl)amino)pyridazine-3-carboxamide COC1=CC=C(N=N1)NC=1C(=C(N=NC1)C(=O)N)NC1=NC=CC=C1S(=O)(=O)C